2-([2,2'-bipyrimidin]-4-yl)-5,6-dimethoxy-3-(3-methoxyphenyl)isoindolin-1-one N1=C(N=C(C=C1)N1C(C2=CC(=C(C=C2C1C1=CC(=CC=C1)OC)OC)OC)=O)C1=NC=CC=N1